(S)-3-((3,5-difluoro-4-(2-fluoroethoxy)benzyl)oxy)-7,8,8a,9-tetrahydropyrrolo[1',2':3,4]imidazo[1,2-c]pyrimidin-1(6H)-one FC=1C=C(COC=2C=C3N(C(N2)=O)C[C@H]2N3CCC2)C=C(C1OCCF)F